C(CC(C)C)[Si](OC)(OC)OC iso-pentyl-trimethoxysilane